5-[3-[(3R,9aS)-3-(3,4-Difluorophenyl)-3-hydroxy-1,4,6,7,9,9a-hexahydropyrazino[2,1-c][1,4]oxazin-8-carbonyl]-2-chlorophenyl]-1H-imidazol-2-carbonitril FC=1C=C(C=CC1F)[C@@]1(CN2[C@H](CO1)CN(CC2)C(=O)C=2C(=C(C=CC2)C2=CN=C(N2)C#N)Cl)O